C(C)(C)(C)NCC(C)(N)C N1-t-butyl-2-methyl-1,2-propanediamine